FC=1C=C2C(=NNC2=CC1OCCOC)C1=CC(=NO1)C1=CC=C(C(=O)N2CCC3(COC3)CC2)C=C1 7-(4-{5-[5-fluoro-6-(2-methoxyethoxy)-1H-indazol-3-yl]-1,2-oxazol-3-yl}benzoyl)-2-oxa-7-azaspiro[3.5]nonane